BrC=1C=C2C(=NC=NC2=CC1OC)N1C(CCC1)C1=CC=CC=C1 6-bromo-7-methoxy-4-(2-phenylpyrrolidin-1-yl)quinazoline